2-(bromomethyl)phenyl-tert-butyldimethylsilyl ether BrCC1=C(C=CC=C1)C[Si](C)(C(C)(C)C)O[Si](C(C)(C)C)(C)CC1=C(C=CC=C1)CBr